5-{8-fluoro-6-hydroxy-2-[(7-oxabicyclo[2.2.1]heptan-2-yl)methyl]-1,2,3,4-tetrahydroisoquinolin-7-yl}-1λ6,2,5-thiadiazolidine-1,1,3-trione FC=1C(=C(C=C2CCN(CC12)CC1C2CCC(C1)O2)O)N2CC(NS2(=O)=O)=O